C12N(CC(CC1)CC2)C2=CC=C(C=N2)C2=CC=CC=1N2N=CC1C(=O)N1CCCCC1 (7-(6-(2-azabicyclo[2.2.2]octane-2-yl)pyridin-3-yl)pyrazolo[1,5-a]pyridin-3-yl)(piperidin-1-yl)methanone